4-(4-(3-isopropyl-2-(8-methoxy-[1,2,4]triazolo[1,5-a]pyridin-6-yl)-1H-indol-5-yl)cyclohexyl)-2,6-dimethylmorpholine C(C)(C)C1=C(NC2=CC=C(C=C12)C1CCC(CC1)N1CC(OC(C1)C)C)C=1C=C(C=2N(C1)N=CN2)OC